argon (ethyl 2-(1-bromoethyl)-5-methoxy-1-methyl-6-oxopyrimidine-4-carboxylate) C(C)C1(N(C(C(=C(N1)C(=O)O)OC)=O)C)C(C)Br.[Ar]